N=C1NC(SS1)=S 5-imino-1,2,4-dithiazolidine-3-thione